rac-4-(2,3-dichloro-6-((2-(trimethylsilyl)ethoxy)methoxy)phenyl)-3,3-difluoropyrrolidin-2-one ClC1=C(C(=CC=C1Cl)OCOCC[Si](C)(C)C)[C@H]1C(C(NC1)=O)(F)F |r|